α,α',α''-1,2,3-cyclopropanetriylidenetris[4-cyano-2,3,5,6-tetrafluorobenzeneacetonitrile] C1(C(C1=C(C#N)C1=C(C(=C(C(=C1F)F)C#N)F)F)=C(C#N)C1=C(C(=C(C(=C1F)F)C#N)F)F)=C(C#N)C1=C(C(=C(C(=C1F)F)C#N)F)F